(R)-N-(2-(4-allylpiperazin-1-yl)-5-((6-(3-(2-fluoro-3-(trifluoromethyl)phenyl)isoxazolidine-2-yl)pyrimidin-4-yl)amino)-4-methoxyphenyl)acrylamide C(C=C)N1CCN(CC1)C1=C(C=C(C(=C1)OC)NC1=NC=NC(=C1)N1OCC[C@@H]1C1=C(C(=CC=C1)C(F)(F)F)F)NC(C=C)=O